3-(3-hydroxyphenyl)-6-iodo-2-methyl-quinazolin-4(3H)-one OC=1C=C(C=CC1)N1C(=NC2=CC=C(C=C2C1=O)I)C